(S)-6-Bromo-2-(2,5-dimethyl-1-(3-(2-morpholinoethoxy)phenyl)-1H-pyrrol-3-yl)-N-(1-(ethylsulfonyl)pyrrolidin-3-yl)-1H-imidazo[4,5-b]pyridin-7-amin BrC=1C(=C2C(=NC1)N=C(N2)C2=C(N(C(=C2)C)C2=CC(=CC=C2)OCCN2CCOCC2)C)N[C@@H]2CN(CC2)S(=O)(=O)CC